2-(3'-((3r,5r,7r)-adamantan-1-yl)-5'-isopropyl-2'-methoxy-4-methyl-[1,1'-biphenyl]-2-yl)-6-(3-((1r,3r)-adamantan-2-yl)-5'-isopropyl-2'-methoxy-4-methyl-[1,1'-biphenyl]-2-yl)pyridine C12(CC3CC(CC(C1)C3)C2)C=2C(=C(C=C(C2)C(C)C)C2=C(C=C(C=C2)C)C2=NC(=CC=C2)C2=C(C=CC(=C2C2C3CC1CC(CC2C1)C3)C)C3=C(C=CC(=C3)C(C)C)OC)OC